2-(cyclopropoxy)-5-fluoro-6-(4-iodo-2-methyl-pyrazol-3-yl)-3-methoxy-benzonitrile C1(CC1)OC1=C(C#N)C(=C(C=C1OC)F)C=1N(N=CC1I)C